[Na+].[Na+].[Na+].OC1=CC=C2C(=CC3=C(C=C(C4=CC=C1C2=C43)S(=O)(=O)[O-])S(=O)(=O)[O-])S(=O)(=O)[O-] 8-hydroxy-1,3,5-pyrenetrisulfonic acid trisodium salt